[K].C1CCC2=C(C=3CCCC3C=C12)NC(=O)NS(=O)(=O)C1CC2(CN(C2)C)C1 N-((1,2,3,5,6,7-Hexahydro-s-indacen-4-yl)carbamoyl)-2-methyl-2-azaspiro[3.3]heptane-6-sulfonamide, Potassium Salt